ClC=1C=C(C=CC1)[C@@H](CO)NC(=O)C=1N=CN(C1)C1=NC(=NC=C1C)NC(CO)CO (S)-N-(1-(3-chlorophenyl)-2-hydroxyethyl)-1-(2-((1,3-dihydroxy-propan-2-yl)amino)-5-methylpyrimidin-4-yl)-1H-imidazole-4-carboxamide